5-bromo-4-hydroxy-1-methylMethyl-2-oxo-1,2-dihydropyridine-3-carboxylate BrC=1C(=C(C(N(C1)CC)=O)C(=O)[O-])O